N#[In] indium nitride